C1(CC1)C1=C(C=C(C(=C1)I)C)N(C(C#C[C@H]1COCC1)=O)C1=CC=C2C(=N1)C(N(C2)C)=O N-(2-cyclopropyl-4-iodo-5-methylphenyl)-N-{6-methyl-7-oxo-5H-pyrrolo[3,4-b]pyridin-2-yl}-3-[(3S)-oxolan-3-yl]prop-2-ynamide